1-(7-((5-(3-(2,2-Difluoroethyl)-2-methyl-3H-imidazo[4,5-b]pyridin-5-yl)-4-(methylamino)pyrrolo[2,1-f][1,2,4]triazin-2-yl)amino)-2-azaspiro[3.5]nonan-2-yl)ethan-1-one FC(CN1C(=NC=2C1=NC(=CC2)C=2C=CN1N=C(N=C(C12)NC)NC1CCC2(CN(C2)C(C)=O)CC1)C)F